2-methylprop-2-enoic acid 3-{5-[2-ethyl-4-(4-pentylphenyl) phenyl]-2-[4-hydroxy-3-(hydroxymethyl) butoxy]-3-{3-[(2-methylprop-2-enoyl) oxy] propyl} phenyl}-propyl ester C(C)C1=C(C=CC(=C1)C1=CC=C(C=C1)CCCCC)C=1C=C(C(=C(C1)CCCOC(C(=C)C)=O)OCCC(CO)CO)CCCOC(C(=C)C)=O